methyl (S)-2-hydroxy-2-methyl-3-(methylsulfonyl)propanoate O[C@@](C(=O)OC)(CS(=O)(=O)C)C